2-acetamido-2-(3-hydroxy-1-((3-(5,6,7,8-tetrahydro-1,8-naphthyridin-2-yl)propyl)carbamoyl)azetidin-3-yl)acetic acid C(C)(=O)NC(C(=O)O)C1(CN(C1)C(NCCCC1=NC=2NCCCC2C=C1)=O)O